ClC1=CC=C(C=C1)[C@@]1(N(C(C2=CC(=CC(=C12)F)C(=O)C=1C=NN(C1)C)=O)CC1=NC=C(C=C1)Cl)OC1CC(C1)O (R)-(4-chlorophenyl)-2-((5-chloropyridin-2-yl)methyl)-4-fluoro-3-((1S,3S)-3-hydroxycyclobutoxy)-6-(1-methyl-1H-pyrazole-4-carbonyl)isoindolin-1-one